(S)-1-(4-ethoxyphenyl)ethan-1-amine C(C)OC1=CC=C(C=C1)[C@H](C)N